C(C)(C)(C)OC(N[C@H]1CN(CCC1)C1=NC(=C(N=C1)C(N)=O)NC1=CC=C(C=C1)S(=O)(=O)C)=O (R)-(1-(5-carbamoyl-6-((4-(methylsulfonyl)phenyl)amino)pyrazin-2-yl)piperidin-3-yl)carbamic acid tert-butyl ester